COC(OC)[SiH2]CCC(F)(F)F dimethoxymethyl-(3,3,3-trifluoropropyl)silane